CS(=O)(=O)OCC12CN(CC(C1)C2)C(=O)OC(C)(C)C tert-Butyl 1-(methylsulfonyloxymethyl)-3-azabicyclo[3.1.1]heptane-3-carboxylate